AZA-PHENOTHIAZINE N1=CC=CC=2SC3=CC=CC=C3NC12